6-{[3-(5-formylpyridin-2-yl)phenyl]amino}-8-(methylamino)-N-(oxolan-3-yl)imidazo[1,2-b]pyridazine-3-carboxamide C(=O)C=1C=CC(=NC1)C=1C=C(C=CC1)NC=1C=C(C=2N(N1)C(=CN2)C(=O)NC2COCC2)NC